2-(4-(2-((3-(Bis((9Z,12Z,15Z)-2-hydroxyoctadeca-9,12,15-trien-1-yl)amino)propyl)disulfaneyl)ethyl)piperazin-1-yl)ethyl 5-(bis((Z)-2-hydroxyoctadec-9-en-1-yl)amino)pentanoate OC(CN(CCCCC(=O)OCCN1CCN(CC1)CCSSCCCN(CC(CCCCCC\C=C/C\C=C/C\C=C/CC)O)CC(CCCCCC\C=C/C\C=C/C\C=C/CC)O)CC(CCCCCC\C=C/CCCCCCCC)O)CCCCCC\C=C/CCCCCCCC